CS(=O)(=O)C=1C=CC(=NC1)N1CC=2N(CC1)N=C(N2)CO (7-(5-(methylsulfonyl)pyridin-2-yl)-5,6,7,8-tetrahydro-[1,2,4]triazolo[1,5-a]pyrazin-2-yl)methanol